C1(CCC1)C=1C(=NN(C1C1=CC=C(C=C1)F)C)NC(OC1CC(C1)(F)F)=O 3,3-difluorocyclobutyl (4-cyclobutyl-5-(4-fluorophenyl)-1-methyl-1H-pyrazol-3-yl)carbamate